(3S)-2-(5-fluoro-2-hydroxyphenyl)-3-(5-fluoro-2-methoxy-4-{4-[(piperazin-1-yl)methyl]piperidin-1-yl}phenyl)-7-oxa-2-azaspiro[3.5]nonan-1-one FC=1C=CC(=C(C1)N1C(C2([C@@H]1C1=C(C=C(C(=C1)F)N1CCC(CC1)CN1CCNCC1)OC)CCOCC2)=O)O